BrC=1C(=NC=NC1)N[C@H](C(=O)O)CCN(CCCCC1=NC=2NCCCC2C=C1)C[C@@H](COC)F (S)-2-((5-bromopyrimidin-4-yl)amino)-4-(((S)-2-fluoro-3-methoxypropyl)(4-(5,6,7,8-tetrahydro-1,8-naphthyridin-2-yl)butyl)amino)butanoic acid